FC1=C2C[C@@H](NC2=CC(=C1N1CC(N[SH2]1=O)=O)O)CN(CC(C)C)C 5-[(2R)-4-fluoro-6-hydroxy-2-{[methyl-(2-methylpropyl)amino]methyl}-2,3-dihydro-1H-indol-5-yl]-1λ6,2,5-thiadiazolidine-1,3-dione